tert-butyl 4-[2-[4-[4-(2,6-dioxo-3-piperidyl)phenyl]-1-piperidyl]ethyl]piperidine-1-carboxylate O=C1NC(CCC1C1=CC=C(C=C1)C1CCN(CC1)CCC1CCN(CC1)C(=O)OC(C)(C)C)=O